(fucopyranosyl-(1-3))-N-acetylglucosamine C1([C@@H](O)[C@H](O)[C@H](O)[C@@H](O1)C)O[C@@H]1[C@H](C(O)O[C@@H]([C@H]1O)CO)NC(C)=O